1-Tert-butyl N-[3-[3-[1-(2,6-dioxo-3-piperidyl)-3-methyl-2-oxo-benzimidazol-4-yl]prop-2-ynoxy]propyl]-N-methyl-carbamate O=C1NC(CCC1N1C(N(C2=C1C=CC=C2C#CCOCCCN(C(OC(C)(C)C)=O)C)C)=O)=O